FC=1C=C(C=CC1)[C@H](CNC(C)(C)C1CCC(CC1)OCC(=O)OCC)O Ethyl 2-(((1S,4s)-4-(2-(((R)-2-(3-fluorophenyl)-2-hydroxyethyl)amino)propan-2-yl)cyclohexyl)oxy)acetate